C1C2C1CC=1C=CC(=CC21)N2C(=NC=1C2=NC(=CC1)N1N=CC=C1)C=1C(=NC=CC1)N 3-(3-{1H,1aH,6H,6aH-cyclopropa[a]inden-3-yl}-5-(pyrazol-1-yl)imidazo[4,5-b]pyridin-2-yl)pyridin-2-amine